FC=1C=C(C=CC1C(=O)N1CCOCC1)C1=CC=CN2C1=NC(=C(C2=O)C)C(F)(F)F 9-(3-fluoro-4-(morpholin-4-ylcarbonyl)phenyl)-3-methyl-2-(trifluoromethyl)-4H-pyrido[1,2-a]pyrimidin-4-one